NCC1=C(OC2CCN(CC2)C(=O)OC(C)(C)C)C=C(C=C1)C1=C(N=CS1)C Tert-butyl 4-(2-(aminomethyl)-5-(4-methylthiazol-5-yl)phenoxy)piperidine-1-carboxylate